NCCOCCOCCNC1=C2C(N(C(C2=CC=C1)=O)C1C(NC(CC1)=O)=O)=O 4-((2-(2-(2-aminoethoxy)ethoxy)-ethyl)amino)-2-(2,6-dioxopiperidin-3-yl)isoindoline-1,3-dione